S(=O)(=O)(O)C1(CC=C(C[C@H](N)C(=O)O)C=C1)O para-sulfotyrosine